N[C@@H]1CC[C@H](CC1)N1CCC(CC1)C1=C(C=C(NC2C(NC(CC2)=O)=O)C=C1)F 3-[4-[1-(trans-4-aminocyclohexyl)-4-piperidyl]-3-fluoro-anilino]piperidine-2,6-dione